ethyl 4-(methyl(phenyl)amino)-3-oxobutanoate CN(CC(CC(=O)OCC)=O)C1=CC=CC=C1